C(C)N1C=C(C2=C(C=C(C=C12)F)C)S(=O)(=O)C=1C=NC(=CC1C)N1C=NC(=C1)C 1-ethyl-6-fluoro-4-methyl-3-[[4-methyl-6-(4-methylimidazol-1-yl)-3-pyridyl]sulfonyl]indole